bromoazepan BrN1CCCCCC1